terbium aluminum copper [Cu].[Al].[Tb]